(3-(2-fluoropropan-2-yl)azetidin-1-yl)methanone FC(C)(C)C1CN(C1)C=O